2-(3-Ethylsulfonyl-7,7-dimethyl-6,8-dihydro-5H-imidazo[1,2-a]pyridin-2-yl)-3-methyl-6-(trifluoromethyl)imidazo[4,5-c]pyridine C(C)S(=O)(=O)C1=C(N=C2N1CCC(C2)(C)C)C2=NC1=C(C=NC(=C1)C(F)(F)F)N2C